3-hydroxy-3-(trifluoromethyl)pyrrolidine-1-carboxylic acid tert-butyl ester C(C)(C)(C)OC(=O)N1CC(CC1)(C(F)(F)F)O